CC1=NN(C2=NC(=CN=C21)N2C(C1(CN(C1)C1=CC(=NC=C1)C(F)(F)F)CC2)=O)C2COC2 6-(3-methyl-1-(oxetan-3-yl)-1H-pyrazolo[3,4-b]pyrazin-6-yl)-2-(2-(trifluoromethyl)pyridin-4-yl)-2,6-diazaspiro[3.4]octan-5-one